ClC=1C(=C(C=CC1)C1(CN(CC1)C(C=C)=O)NC1=CC(=C2C=CC=NC2=C1)OC)C 1-[3-(3-chloro-2-methylphenyl)-3-[(5-methoxyquinolin-7-yl)amino]pyrrolidin-1-yl]prop-2-en-1-one